C(C)(C)OO isopropylhydrogen peroxide